BrC=1C2=C(N(C(CC1C=1OC(=NN1)C1CC1)=O)CC1=CC(=C(C=C1)C)F)C=C(C=C2)F 5-bromo-4-(5-cyclopropyl-1,3,4-oxadiazol-2-yl)-8-fluoro-1-(3-fluoro-4-methylbenzyl)-1,3-dihydro-2H-benzo[b]azepin-2-one